(rac)-(2r,4s)-2-(6-(3-Cyclopropylphenyl)-3-azabicyclo[4.1.0]heptan-3-carbonyl)-5-azaspiro[3.4]octan-6-on C1(CC1)C=1C=C(C=CC1)C12CCN(CC2C1)C(=O)C1CC2(C1)NC(CC2)=O